FC(C=1C(=C(C=CC1)[C@@H](C)NC1=CN=NC2=CC=C(C=C12)N[C@@H]1COCC1)F)F N4-((R)-1-(3-(difluoromethyl)-2-fluorophenyl)ethyl)-N6-((S)-tetrahydrofuran-3-yl)cinnoline-4,6-diamine